(R)-5-(4-chlorophenyl)-3-(3-methyl-1H-indazol-5-yl)-5,6,7,8-tetrahydro-[1,2,4]triazolo[4,3-a]pyrazine ClC1=CC=C(C=C1)[C@@H]1CNCC=2N1C(=NN2)C=2C=C1C(=NNC1=CC2)C